(1S)-4-methyl-1-[1-[3-(4H-1,2,4-triazol-3-yl)phenyl]pyrrolo[2,3-b]pyridin-5-yl]pentane-1,2-diol CC(CC([C@@H](O)C=1C=C2C(=NC1)N(C=C2)C2=CC(=CC=C2)C2=NN=CN2)O)C